FC(OC1=CC=CC(=N1)C(=O)OC)(F)F Methyl 6-(trifluoromethoxy)pyridine-2-carboxylate